The molecule is a beta-bitter acid in which the acyl group is specified as isobutanoyl. It is a conjugate acid of a colupulone(1-). CC(C)C(=O)C1=C(C(=C(C(C1=O)(CC=C(C)C)CC=C(C)C)O)CC=C(C)C)O